CC(C)(COP(=O)(O)OP(=O)(O)OC[C@@H]1[C@H]([C@H]([C@@H](O1)N2C=NC3=C(N=CN=C32)N)O)OP(=O)(O)O)C(C(=O)NCCC(=O)NCCSC(=O)[C@H](CC4=CC=CC=C4)CC(=O)O)O Benzylsuccinyl-CoA